3-(2-azidoethyl)indole N(=[N+]=[N-])CCC1=CNC2=CC=CC=C12